ethyl (3S)-1-(8-methoxy-4-isoquinolyl)piperidine-3-carboxylate COC=1C=CC=C2C(=CN=CC12)N1C[C@H](CCC1)C(=O)OCC